3-(N-(4-chloro-5-cyano-2-(2-methylcyclobutoxy)phenyl)sulfamoyl)-4-cyclopropyl-benzoic acid ClC1=CC(=C(C=C1C#N)NS(=O)(=O)C=1C=C(C(=O)O)C=CC1C1CC1)OC1C(CC1)C